N-(4-(fluoromethyl)benzyl)-D-prolinamide FCC1=CC=C(CNC([C@@H]2NCCC2)=O)C=C1